FC(C(C(C(C(C(F)(F)F)(F)F)(F)F)(F)F)(F)F)(OP(O)(O)=O)F perfluorohexyl-phosphoric acid